CC(C(/C=C/[O-])=O)(C)C.[Na+] Sodium (1E)-4,4-dimethyl-3-oxopent-1-en-1-olate